[N+](=O)([O-])C=1C=CC2=C([Se]NS2(=O)C2=CC=C(C=C2)[N+](=O)[O-])C1 (R)-5-nitro-1-(4-nitrophenyl)benzo[d][1,3,2]thiaselenazol-1-one